O=S1(CC2=C(C(C3=C1C=CC=C3)N3CCN(CC3)C(=O)C=3C=C(C(=NC3)NC(C)=O)C)C=CC=C2)=O N-[5-[4-(5,5-dioxo-6,11-dihydrobenzo[c][1]benzothiepin-11-yl)piperazine-1-carbonyl]-3-methyl-2-pyridyl]acetamide